(R)-4-(2-chloro-6-(1-(methylsulfonyl)cyclopropyl)pyrimidin-4-yl)-3-methyl-morpholine ClC1=NC(=CC(=N1)N1[C@@H](COCC1)C)C1(CC1)S(=O)(=O)C